CC(CC(=O)NC(C(=O)O)CCN(CCOCC(F)(F)F)CCCCC1=NC=2NCCCC2C=C1)(C)C 2-(3,3-dimethylbutanoylamino)-4-[4-(5,6,7,8-tetrahydro-1,8-naphthyridin-2-yl)butyl-[2-(2,2,2-trifluoroethoxy)ethyl]amino]butanoic acid